1-(2'-Hydroxy-4'-phenoxyphenyl)-2-(1H-1,2,4-triazolyl)ethanone OC1=C(C=CC(=C1)OC1=CC=CC=C1)C(CN1N=CN=C1)=O